Epoxyethyl-methoxypropyl-disiloxane C(C)[Si]1(O[SiH2]O1)CCCOC